methyl-6-(4-(1-(3-fluoro-4-methylphenyl)-3,3-dimethyl-2,3-dihydro-1H-pyrrolo[3,2-b]pyridine-5-carbonyl)-3,3-dimethylpiperazin-1-yl)-2,4-dimethylnicotinic acid CC=1C(=NC(=C(C(=O)O)C1C)C)N1CC(N(CC1)C(=O)C1=CC=C2C(=N1)C(CN2C2=CC(=C(C=C2)C)F)(C)C)(C)C